FC1=C(C=C(C=C1)CC(=O)OC)OCCOCCNC=1C=C2COC(C2=CC1)=O methyl 2-(4-fluoro-3-(2-(2-(1-oxo-1,3-dihydroisobenzofuran-5-ylamino)ethoxy)ethoxy) phenyl)acetate